2-(2-((4-(4-(tert-butyl)phenyl)-1H-indazol-3-yl)amino)ethyl)benzoic acid C(C)(C)(C)C1=CC=C(C=C1)C1=C2C(=NNC2=CC=C1)NCCC1=C(C(=O)O)C=CC=C1